C1(CC1)N1C=C2C(=NN(C(C2=CC1=O)=O)C)NC(C)C1=C(C(=CC=C1)C(CO)(F)F)F 6-cyclopropyl-4-((1-(3-(1,1-difluoro-2-hydroxyethyl)-2-fluorophenyl)ethyl)amino)-2-methyl-2,6-dihydropyrido[3,4-d]pyridazine-1,7-dione